N-(3-cyclopropyl-1-methyl-1H-pyrazol-5-yl)-2-((3-(2,6-dioxopiperidin-3-yl)-1-methyl-1H-indazol-7-yl)oxy)acetamide C1(CC1)C1=NN(C(=C1)NC(COC=1C=CC=C2C(=NN(C12)C)C1C(NC(CC1)=O)=O)=O)C